N-[(4-(2-pyridyl)phenyl)methylene]-4-methylaniline N1=C(C=CC=C1)C1=CC=C(C=C1)C=NC1=CC=C(C=C1)C